4-(4-cyclopropyl-1H-imidazol-1-yl)-N-(6-(4-isopropyl-4H-1,2,4-triazol-3-yl)pyridin-2-yl)-3-methylbenzofuran-2-carboxamide C1(CC1)C=1N=CN(C1)C1=CC=CC2=C1C(=C(O2)C(=O)NC2=NC(=CC=C2)C2=NN=CN2C(C)C)C